C1(=CC=CC2=CC=CC=C12)N (S)-alpha-naphthylamine